ClC=1C=C(C=CC1F)C1=NC2=CC(=C(C=C2C(=N1)N)CCCN1CCOCC1)OC (3-chloro-4-fluorophenyl)-7-methoxy-6-(3-morpholinylpropyl)quinazolin-4-amine